((2-Chloro-4-(3-methoxyphenoxy)phenyl)(hydroxy)methyl)-2-(methoxymethyl)-2-Methyl-1,2,4,7-tetrahydro-3H-pyrrolo[3',2':5,6]pyrido[3,4-b]pyrazin-3-one ClC1=C(C=CC(=C1)OC1=CC(=CC=C1)OC)C(O)N1C2=C(NC(C1(C)COC)=O)C=NC1=C2C=CN1